COC1=C(CN(S(=O)(=O)C2=NC=CC(=C2)NC(=O)C2=NC3=CC=CC=C3N=C2N2CC(C(CC2)(F)F)C)CC2=C(C=C(C=C2)OC)OC)C=CC(=C1)OC N-(2-(N,N-bis(2,4-dimethoxybenzyl)sulfamoyl)pyridin-4-yl)-3-(4,4-difluoro-3-methylpiperidin-1-yl)quinoxaline-2-carboxamide